Methyl (E)-2-((2S,3S,7aS)-3-ethyl-9-(phenyl)-7a-hydroxy-8-methoxy-1,2,3,4,6,7,7a,12b-octahydroindolo[2,3-a]quinolizin-2-yl)-3-methoxyacrylate C(C)[C@@H]1CN2CC[C@]3(C(C2C[C@@H]1/C(/C(=O)OC)=C\OC)=NC1=CC=C(C(=C13)OC)C1=CC=CC=C1)O